4-(4-Amino-3-methoxyphenyl)piperazine-1-carboxylic acid tert-butyl ester C(C)(C)(C)OC(=O)N1CCN(CC1)C1=CC(=C(C=C1)N)OC